adamantanaldehyde C12(CC3CC(CC(C1)C3)C2)C=O